N-butylideneethylamine-N-oxide C(CCC)=[N+](CC)[O-]